5-[1-(6-Chloro-3-pyridyl)ethoxy]-7-[1-(1-cyano-4-piperidyl)-5-methyl-triazol-4-yl]imidazo[1,2-a]pyridine-3-carbonitrile ClC1=CC=C(C=N1)C(C)OC1=CC(=CC=2N1C(=CN2)C#N)C=2N=NN(C2C)C2CCN(CC2)C#N